4-[[5-[2-[6-(dimethylamino)-3-pyridinyl]ethynyl]-2-thienyl]methyl]-1,2,4-triazol-3-one CN(C1=CC=C(C=N1)C#CC1=CC=C(S1)CN1C(NN=C1)=O)C